NC1=NC=CC(=N1)C=1C2=C(C(=NC1)NCC=1C=C(C(=O)NC3CC4(C3)CCN(CC4)CC=4C=NC=NC4)C=CC1)CCO2 3-(((7-(2-aminopyrimidin-4-yl)-2,3-dihydrofuro[3,2-c]pyridin-4-yl)amino)methyl)-N-(7-(pyrimidin-5-ylmethyl)-7-azaspiro[3.5]nonan-2-yl)benzamide